CC(CCB(O)O)(C)C 3,3-dimethylbutyl-boronic acid